C(CCCC)[Mg].[Br] Bromine (amyl)magnesium